NC1=NC=CC(=N1)C=1C2=C(C(=NC1)NCC=1C=C(C(=O)NCC3OCC3)C=CC1)CCO2 3-(((7-(2-Aminopyrimidin-4-yl)-2,3-dihydrofuro[3,2-c]pyridin-4-yl)amino)methyl)-N-(oxetan-2-ylmethyl)benzamid